N-[trans-4-[[(6Z)-4-amino-6-methoxyimino-5,5-dimethyl-benzo[h]quinazolin-8-yl]-methyl-amino]cyclohexyl]carbamic acid tert-butyl ester C(C)(C)(C)OC(N[C@@H]1CC[C@H](CC1)N(C)C=1C=CC2=C(\C(\C(C=3C(=NC=NC23)N)(C)C)=N/OC)C1)=O